ClC1=CC=C2C(=NN(C2=C1)C1=CC2=C(OCCO2)C=C1)C(C)N1N=C(C=2C1=NC=NC2)C (1-(6-chloro-1-(2,3-dihydrobenzo[b][1,4]dioxin-6-yl)-1H-indazol-3-yl)ethyl)-3-methyl-1H-pyrazolo[3,4-d]pyrimidine